7-(((3aS,4R,6aR)-4-(4-Amino-7H-pyrrolo[2,3-d]pyrimidin-7-yl)-2,2-dimethyl-3a,6a-dihydro-4H-cyclopenta[d][1,3]dioxol-6-yl)methoxy)-3-chloro-5-fluoro-N-(4-methoxybenzyl)quinolin-2-amine NC=1C2=C(N=CN1)N(C=C2)[C@@H]2C=C([C@H]1OC(O[C@H]12)(C)C)COC1=CC(=C2C=C(C(=NC2=C1)NCC1=CC=C(C=C1)OC)Cl)F